3-(5-(2-(1H-1,2,3-triazol-1-yl)acetyl)-2-isopropoxyphenyl)-2-(chloromethyl)quinazolin-4(3H)-one hydrochloride Cl.N1(N=NC=C1)CC(=O)C=1C=CC(=C(C1)N1C(=NC2=CC=CC=C2C1=O)CCl)OC(C)C